(1S,4S)-2-oxa-5-azabicycloheptane [C@@H]1(OCCNCC1)C1CCCCCC1